(S)-3-chloro-5-(3-(2-chloro-7-(1-methoxyethyl)pyrazolo[1,5-a]pyrimidin-6-yl)ureido)-N,N-dimethylpyridineamide ClC=1C(=NC=C(C1)NC(=O)NC=1C=NC=2N(C1[C@H](C)OC)N=C(C2)Cl)C(=O)N(C)C